ClC1=CC(=CC=2SC3=C(C21)C=CC=C3)C3=C(C=CC=C3)C3=NC(=NC(=C3)C3=CC=CC=C3)C3=CC=CC=C3 4-(2-(1-chlorodibenzo[b,d]thiophen-3-yl)phenyl)-2,6-diphenylpyrimidine